ClC=1C(=C(OC=2C(=CC(=NC2)NC)C2=CC=C(C=C2)N2C[C@@H](N(CC2)C(=O)OC(C)(C)C)C)C=CC1)C(=O)OC (S)-tert-butyl 4-(4-(5-(3-chloro-2-(methoxycarbonyl)phenoxy)-2-(methylamino)pyridin-4-yl)phenyl)-2-methylpiperazine-1-carboxylate